C1(CCCCC1)N1C[C@@H](NC2=CC=CC=C12)C1=CC=CC=C1 (S)-1-cyclohexyl-3-phenyl-1,2,3,4-tetrahydroquinoxaline